(S)-6-((4-(6-((4-chloro-2-fluorobenzyl)oxy)-3,5-difluoropyridin-2-yl)piperidin-1-yl)methyl)-N'-hydroxy-7-(oxetan-2-ylmethyl)-7H-imidazo[4,5-c]pyridazine-3-carboximidamide ClC1=CC(=C(COC2=C(C=C(C(=N2)C2CCN(CC2)CC2=NC3=C(N=NC(=C3)C(N)=NO)N2C[C@H]2OCC2)F)F)C=C1)F